methyl 4-(aminomethyl)bicyclo[2.2.2]octane-1-carboxylate NCC12CCC(CC1)(CC2)C(=O)OC